ClC1=CC=C(C=C1)CN1C([C@H](CSC2=C1C=C(C=C2)C=2OC(=NN2)C(C(F)(F)F)(OC)F)NC(OC(C)(C)C)=O)=O tert-butyl N-[(3R)-5-[(4-chlorophenyl)methyl]-4-oxo-7-[5-(1,2,2,2-tetrafluoro-1-methoxy-ethyl)-1,3,4-oxadiazol-2-yl]-2,3-dihydro-1,5-benzothiazepin-3-yl]carbamate